2-(4-ethylfuran-2-yl)acetic acid C(C)C=1C=C(OC1)CC(=O)O